1-[2-(aminomethyl)phenyl]-N-cyclopropylpyrazol-3-amine NCC1=C(C=CC=C1)N1N=C(C=C1)NC1CC1